1-(9-hydroxynonyl)quinoxalin-2(1H)-one OCCCCCCCCCN1C(C=NC2=CC=CC=C12)=O